5-acrylamido-N-(quinolin-8-yl)picolinamide C(C=C)(=O)NC=1C=CC(=NC1)C(=O)NC=1C=CC=C2C=CC=NC12